(1S,2S)-1-(2-chlorophenyl)-3-(methoxymethoxy)propane-1,2-diol ClC1=C(C=CC=C1)[C@@H]([C@H](COCOC)O)O